di-tert-butyl-(2',4',6'-triisopropyl-3,4,5,6-tetramethyl-[1,1'-biphenyl]-2-yl)phosphine C(C)(C)(C)P(C1=C(C(=C(C(=C1C)C)C)C)C1=C(C=C(C=C1C(C)C)C(C)C)C(C)C)C(C)(C)C